4-amino-7-fluoro-3-methyl-N-(2-methylpropyl)-N-((5R)-2-(trifluoromethyl)-5,8-dihydro-6H-pyrano[3,4-b]pyridin-5-yl)-3H-pyrazolo[3,4-c]quinoline-8-carboxamide NC1=NC=2C=C(C(=CC2C2=C1N(N=C2)C)C(=O)N([C@H]2COCC1=NC(=CC=C12)C(F)(F)F)CC(C)C)F